C(CCCCCC(C)(C)C)(=O)OOC(CC(C)C)C 1,3-dimethylbutyl peroxyneodecanoate